C1(CC1)C1=NC=NC(=C1C1=NN2C(C(NCC2)CC2=CC=C(C=C2)C=2N(C=C(N2)C(F)(F)F)CC)=C1)OC 2-(4-cyclopropyl-6-methoxypyrimidin-5-yl)-4-(4-(1-ethyl-4-(trifluoromethyl)-1H-imidazol-2-yl)benzyl)-4,5,6,7-tetrahydropyrazolo[1,5-a]pyrazine